COC1=C(N=C2C(=N1)NC(=N2)C(F)(F)F)NC2=C(C(=CC=C2)F)F 6-methoxy-N-(2,3-difluorophenyl)-2-(trifluoromethyl)-1H-imidazo[4,5-b]pyrazin-5-amin